2-(((2R,4R)-4-carboxy-1-(3-chloro-2-fluorobenzyl)-2-methylpiperidin-4-yl)methyl)-3,5-difluoro-6-((5-methyl-1H-pyrazol-3-yl)-amino)isonicotinic acid C(=O)(O)[C@]1(C[C@H](N(CC1)CC1=C(C(=CC=C1)Cl)F)C)CC=1C(=C(C(=O)O)C(=C(N1)NC1=NNC(=C1)C)F)F